5-(3-chloro-1-(1-methylpiperidin-4-yl)-1H-pyrazol-4-yl)-2-ethyl-3-(6-methoxypyridin-3-yl)-1H-pyrrolo[2,3-b]pyridine ClC1=NN(C=C1C=1C=C2C(=NC1)NC(=C2C=2C=NC(=CC2)OC)CC)C2CCN(CC2)C